1,3-di-tert-butylimidazolium chloride [Cl-].C(C)(C)(C)N1C=[N+](C=C1)C(C)(C)C